1,4-di(bromomethyl)benzene BrCC1=CC=C(C=C1)CBr